Methyl-5-triazol-1-yl-piperidine-1-carboxylic acid tert-butyl ester C(C)(C)(C)OC(=O)N1C(CCC(C1)N1N=NC=C1)C